Hexafluoropropylen FC(C(=C(F)F)F)(F)F